triethylene glycol di(2-ethylpropionate) C(C)C(C(=O)OCCOCCOCCOC(C(C)CC)=O)C